BrC=1C=C(C=CC1)N1N=C(C=C1C)C 1-(3-bromophenyl)-3,5-dimethyl-1H-pyrazole